(R)-N-(5-(cyclopropylmethoxy)pyridin-2-yl)-2-(3,3-dimethyl-4-(6-oxo-1,6-dihydropyridine-3-carbonyl)piperazin-1-yl)propanamide C1(CC1)COC=1C=CC(=NC1)NC([C@@H](C)N1CC(N(CC1)C(=O)C1=CNC(C=C1)=O)(C)C)=O